FC(N1C=C(C=CC1=O)NC=1C(=NC(=C(N1)NC)C=1C2=C(C=NC1)N(C=N2)C)C(=O)OC)F Methyl 3-[[1-(difluoromethyl)-6-oxo-3-pyridyl]amino]-5-(methylamino)-6-(3-methylimidazo[4,5-c]pyridin-7-yl)pyrazine-2-carboxylate